CC(COCOCC(C)C)C 2-methyl-1-[(2-methylpropoxy)methoxy]propane